2-((S)-1-Acryloyl-4-((R)-2-((S)-3-(dimethylamino)pyrrolidin-1-yl)-7-(7-fluoro-3,4-dihydroquinolin-1(2H)-yl)-5,6,7,8-tetrahydroquinazolin-4-yl)piperazin-2-yl)acetonitrile C(C=C)(=O)N1[C@H](CN(CC1)C1=NC(=NC=2C[C@@H](CCC12)N1CCCC2=CC=C(C=C12)F)N1C[C@H](CC1)N(C)C)CC#N